ClC=1C(=NC(=NC1)NC1=C(C=C2CCN(CC2=C1)C)OC)NC1=C(C=C(C=C1)O[C@H]1COCC1)P(C)(C)=O (R)-(2-((5-Chloro-2-((6-methoxy-2-methyl-1,2,3,4-tetrahydroisoquinolin-7-yl)amino)pyrimidin-4-yl)amino)-5-((tetrahydrofuran-3-yl)oxy)phenyl)dimethyl-phosphine oxide